FC=1C=CC(=C2C=C(N(C12)CCNC1=NC=NC(=C1)C1=CC=C2C(N(NC2=C1)C)=O)C#N)OC 7-Fluoro-4-methoxy-1-{2-[6-(2-methyl-3-oxo-2,3-dihydro-1H-indazol-6-yl)-pyrimidin-4-ylamino]-ethyl}-1H-indol-2-carbonitril